C1(CC1)CN1C2=C(OCC1=O)C(=CC(=C2)C(=O)N[C@H](C)C=2C=NC(=NC2)C(F)(F)F)C=2SC(=CN2)C (R)-4-(cyclopropylmethyl)-8-(5-methylthiazol-2-yl)-3-oxo-N-(1-(2-(trifluoromethyl)pyrimidin-5-yl)ethyl)-3,4-dihydro-2H-benzo[b][1,4]oxazine-6-carboxamide